OCCOC1=CC=C(C=C1)OCCO 1,4-bis-(β-hydroxyethoxy)-benzene